(ethoxycarbonyl)-5-methyl-2-pyrazoline-3-carboxylic acid C(C)OC(=O)N1N=C(CC1C)C(=O)O